1,4-bis(phenoxymethyl)benzene O(C1=CC=CC=C1)CC1=CC=C(C=C1)COC1=CC=CC=C1